2-(6-(4-(3H-imidazo[4,5-b]pyridin-7-yl)-1H-pyrazol-1-yl)pyridin-3-yl)-1,1,1-trifluoro-3-methylbutan-2-ol N1=CNC2=NC=CC(=C21)C=2C=NN(C2)C2=CC=C(C=N2)C(C(F)(F)F)(C(C)C)O